O=C1NC(=NC2=CC(=CC=C12)C#N)CSC1CCOCC1 4-oxo-2-(((tetrahydro-2H-pyran-4-yl)thio)methyl)-3,4-dihydroquinazoline-7-carbonitrile